[Si](C)(C)(C(C)(C)C)OCC=1C(=C(C=CC1)C=1C=C(C(=NC1)N1CC(C1)OC(C)C)F)F 5-(3-{[(tert-Butyldimethylsilyl)oxy]methyl}-2-fluorophenyl)-3-fluoro-2-(3-isopropoxyazetidin-1-yl)pyridine